NC(C(=O)[O-])C1=CC(=CC(=C1)OC(F)(F)F)F.[Li+] lithium 2-amino-2-(3-fluoro-5-(trifluoromethoxy)phenyl)acetate